C(C=CCCCCCCCCCCCCCCCCCCC)(=O)N Docosenoamide